ClC1=CC=C(S1)CNC1=CC(=NN1C(C(C)(C)C)=O)C1CCN(CC1)CC1=NN=NN1 1-(5-{[(5-chlorothiophen-2-yl)methyl]amino}-3-[1-(1H-1,2,3,4-tetrazol-5-ylmethyl)piperidin-4-yl]-1H-pyrazol-1-yl)-2,2-dimethylpropan-1-one